BrC=1C=CC=C2C=C(N=CC12)C1=CC=C(OCCCC#CC2=C3CN(C(C3=CC=C2)=O)C2C(N(C(CC2)=O)COCC[Si](C)(C)C)=O)C=C1 3-(4-(5-(4-(8-bromoisoquinolin-3-yl)phenoxy)pent-1-yn-1-yl)-1-oxoisoindolin-2-yl)-1-((2-(trimethylsilyl)ethoxy)methyl)piperidine-2,6-dione